perfluorohexadecyl-trichlorosilane 7-fluoro-3-(methoxymethoxy)-8-((triisopropylsilyl)ethynyl)naphthalen-1-yl-pivalate FC1=CC=C2C=C(C=C(C2=C1C#C[Si](C(C)C)(C(C)C)C(C)C)CC(C(=O)O)(C)C)OCOC.FC(C(C(C(C(C(C(C(C(C(C(C(C(C(C(C(F)(F)F)(F)F)(F)F)(F)F)(F)F)(F)F)(F)F)(F)F)(F)F)(F)F)(F)F)(F)F)(F)F)(F)F)(F)F)([Si](Cl)(Cl)Cl)F